o-tert-Butylphenol C(C)(C)(C)C1=C(C=CC=C1)O